1-(5-isopropyl-4-cyclopropyl-2-methylphenyl)ethan-1-one C(C)(C)C=1C(=CC(=C(C1)C(C)=O)C)C1CC1